BrC(COC(C)=O)([N+](=O)[O-])Br 1,1-dibromo-1-nitro-2-acetoxyethane